N-benzylcyclohexane-1,4-diamine C(C1=CC=CC=C1)NC1CCC(CC1)N